N-(5-Fluoropyridin-2-yl)-2-(5-oxo-2-(trifluoromethyl)pyrazolo[1,5-a]pyrido[3,2-e]pyrimidin-4(5H)-yl)acetamide FC=1C=CC(=NC1)NC(CN1C=2N(C3=C(C1=O)C=CC=N3)N=C(C2)C(F)(F)F)=O